tert-butyl (2-(6-(2-hydroxypropan-2-yl)-5-methylpyridin-2-yl)cyclopropyl)carbamate OC(C)(C)C1=C(C=CC(=N1)C1C(C1)NC(OC(C)(C)C)=O)C